tert-butyl (3R,5R)-4-isobutyryl-3-methyl-5-((4-(oxazol-2-yl)benzyl)carbamoyl)piperazine-1-carboxylate C(C(C)C)(=O)N1[C@@H](CN(C[C@@H]1C(NCC1=CC=C(C=C1)C=1OC=CN1)=O)C(=O)OC(C)(C)C)C